C(C1=CC=CC=C1)OCC(C=CCO)O[Si](C)(C)C(C)(C)C 5-(benzyloxy)-4-((tert-butyldimethylsilyl)oxy)pent-2-en-1-ol